C1(CCCCC1)C([C@@H](C(=O)NC=1C=NC(=CC1)C=1C(=NNC1CC)C)NC(=O)C=1N(N=CC1)CCOC)C1CCCCC1 N-[(1S)-1-(dicyclohexylmethyl)-2-[[6-(5-ethyl-3-methyl-1H-pyrazol-4-yl)-3-pyridinyl]amino]-2-oxo-ethyl]-2-(2-methoxyethyl)pyrazole-3-carboxamide